BrC1=CC=C(C=C1)C1=CC=C(N=N1)C(=O)N1CC(C1)C(=O)N(C)C 1-[6-(4-bromophenyl)pyridazine-3-carbonyl]-N,N-dimethyl-azetidine-3-carboxamide